4-(4-bromo-phenyl)-5-hydroxymethyl-2,1,3-benzothiadiazole BrC1=CC=C(C=C1)C1=C(C=CC2=NSN=C21)CO